Cl.FC1(CNCCC1NC=1C=C(C(=O)OC)C=CN1)F methyl 2-((3,3-difluoropiperidin-4-yl)amino)isonicotinate hydrochloride